N-(7-chloro-6-(trans-3-cyanocyclobutyl)isoquinolin-3-yl)-2-ethyl-3-(1-methyl-1H-pyrazol-4-yl)cyclopropane-1-carboxamide ClC1=C(C=C2C=C(N=CC2=C1)NC(=O)C1C(C1C=1C=NN(C1)C)CC)[C@@H]1C[C@H](C1)C#N